C(CCCCCCCCCCCCCCC)(=O)OCCCN(C(C=CC(NCCOCCN(C)C)=O)=O)CCCOC(CCCCCCCCCCCCCCC)=O 2-methyl-9,12-dioxo-13-{3-[(1-oxohexadecyl) oxy] propyl}-5-oxa-2,8,13-triazahexadec-10-en-16-yl hexadecanoate